Cl.ClC1=C(CC2N=C3SC=C(N3C2)CCl)C=CC=C1 6-(2-chlorobenzyl)-3-(chloromethyl)-5,6-dihydroimidazo[2,1-b]Thiazole hydrochloride